C(C1=CC=CC=C1)NC1=C2N=CN(C2=NC(=N1)C=1C=NC=C(C1)S(=O)(=O)OC)[C@H]1[C@@H]([C@@H]([C@H](O1)C(=O)NC([2H])([2H])[2H])O)O (2S,3S,4R,5R)-5-(6-(benzylamino)-2-(5-(methylsulfo)pyridin-3-yl)-9H-purin-9-yl)-3,4-Dihydroxy-N-(methyl-d3)-tetrahydrofuran-2-carboxamide